Cl.CC1(CCC2=C(C=CS2)C1)N 5-methyl-6,7-dihydro-4H-benzothiophen-5-amine hydrochloride